6-bromo-5-chloro-8-(4-(trifluoromethoxy)phenyl)quinoxaline BrC=1C(=C2N=CC=NC2=C(C1)C1=CC=C(C=C1)OC(F)(F)F)Cl